(2S)-2'-bromo-2-(1-methyl-1H-1,2,3-triazol-4-yl)-4',5'-dihydrospiro[piperidine-4,7'-thieno[2,3-c]pyran]-1-carboxylic acid tert-butyl ester C(C)(C)(C)OC(=O)N1[C@@H](CC2(OCCC3=C2SC(=C3)Br)CC1)C=1N=NN(C1)C